(S)-N-((R)-1-cyano-2-(4-Fluoro-6-(3-methyl-2-oxo-2,3-dihydrobenzo[d]oxazol-5-yl)pyridin-3-yl)ethyl)-1,4-oxazepane-2-carboxamide C(#N)[C@@H](CC=1C=NC(=CC1F)C=1C=CC2=C(N(C(O2)=O)C)C1)NC(=O)[C@H]1OCCCNC1